SCCCOC1=C(C(=C(C=C1)C1=CC(=CC=C1)CCCS)OCCCS)CCCS bis(3-mercaptopropoxy)-3,3'-bis(3-mercaptopropyl)biphenyl